4-(1-ethoxyvinyl)-2-(prop-1-en-2-yl)pyridin-3-amine C(C)OC(=C)C1=C(C(=NC=C1)C(=C)C)N